2-[4-[2-[2-[4-[4-[4-[3-(4-Fluoro-2-hydroxyphenyl)-3-oxoprop-1-enyl]phenoxy]butyl]triazol-1-yl]ethoxy]ethoxy]phenyl]chromen-4-one FC1=CC(=C(C=C1)C(C=CC1=CC=C(OCCCCC=2N=NN(C2)CCOCCOC2=CC=C(C=C2)C=2OC3=CC=CC=C3C(C2)=O)C=C1)=O)O